(3R)-3-amino-5-[(4-chlorophenyl)methyl]-7-[5-(6,6-difluoro-2-azaspiro[3.3]heptan-2-yl)-1,3,4-oxadiazol-2-yl]-1,1-dioxo-2,3-dihydro-1lambda6,5-benzothiazepin-4-one N[C@H]1CS(C2=C(N(C1=O)CC1=CC=C(C=C1)Cl)C=C(C=C2)C=2OC(=NN2)N2CC1(C2)CC(C1)(F)F)(=O)=O